(3-(benzyloxy)-2-bromo-4-methoxyphenyl)-N-(4-hydroxy-3-methoxyphenethyl)acetamide C(C1=CC=CC=C1)OC=1C(=C(C=CC1OC)CC(=O)NCCC1=CC(=C(C=C1)O)OC)Br